(2-methyl-2-pyrrolidinyl)methanol CC1(NCCC1)CO